(2-((4-(3-((4-chloro-2-fluorobenzyl)oxy)phenyl)piperidin-1-yl)methyl)-4-(difluoromethoxy)-1-methyl-1H-benzo[d]imidazol-6-yl)glycine ClC1=CC(=C(COC=2C=C(C=CC2)C2CCN(CC2)CC2=NC3=C(N2C)C=C(C=C3OC(F)F)NCC(=O)O)C=C1)F